(S)-1-methylpyrrolidin-3-yl (S)-1-(6-(5-(6-methylpyridin-2-yl)-1H-imidazol-4-yl)quinolin-3-yl)pyrrolidine-3-carboxylate CC1=CC=CC(=N1)C1=C(N=CN1)C=1C=C2C=C(C=NC2=CC1)N1C[C@H](CC1)C(=O)O[C@@H]1CN(CC1)C